ClC1=C(C=CC=C1C1=C(C(=NC=C1)C1=CC(=C(C=C1)CN1CC2(C1)CC(C2)O)OC)Cl)C2=CC=C(C(=N2)OC)CN2CC1(C2)CC(C1)O 2-((6-(2-Chloro-3-(3-chloro-2-(4-((6-hydroxy-2-azaspiro[3.3]heptan-2-yl)methyl)-3-methoxyphenyl)pyridin-4-yl)phenyl)-2-methoxypyridin-3-yl)methyl)-2-azaspiro[3.3]heptan-6-ol